1-(4-chloro-3-fluorophenyl)-9-(5-(3-(trifluoromethyl)azetidin-1-yl)-1,2,4-thiadiazol-3-yl)-1,9-diazaspiro[5.5]undecan-2-one ClC1=C(C=C(C=C1)N1C(CCCC12CCN(CC2)C2=NSC(=N2)N2CC(C2)C(F)(F)F)=O)F